B(O)(O)C=1C=C(C(=O)N[C@H]2C[C@H](N(C2)C(C2=CC(=CC(=C2)[N+](=O)[O-])B(O)O)=O)C(=O)NCC(=O)O)C=C(C1)[N+](=O)[O-] ((2S,4S)-4-(3-borono-5-nitrobenzamido)-1-(3-borono-5-nitrobenzoyl)pyrrolidine-2-carbonyl)glycine